tert-butyl (3S,5S)-3-{[8-carbamoyl-6-(3-methyl-1,2-thiazol-5-yl)pyrido[3,2-d]pyrimidin-4-yl]amino}-5-fluoropiperidine-1-carboxylate C(N)(=O)C1=CC(=NC2=C1N=CN=C2N[C@@H]2CN(C[C@H](C2)F)C(=O)OC(C)(C)C)C2=CC(=NS2)C